1H-imidazole-1-propiononitrile N1(C=NC=C1)CCC#N